ClC1=C(C(=CC=2C3=C(C=NC12)C(N([C@H]3C)C(=O)OC(C)(C)C)CNC(C(=O)OCC)=O)OC)Cl tert-butyl (1S)-6,7-dichloro-3-((2-ethoxy-2-oxoacetamido)methyl)-8-methoxy-1-methyl-1,3-dihydro-2H-pyrrolo[3,4-c]quinoline-2-carboxylate